4-[4-fluoro-4-(5-methyl-1,3-benzoxazol-2-yl)piperidin-1-yl]-7-hydroxy-1-methyl-2-oxo-1,2-dihydroquinoline-3-carbonitrile FC1(CCN(CC1)C1=C(C(N(C2=CC(=CC=C12)O)C)=O)C#N)C=1OC2=C(N1)C=C(C=C2)C